ClC=1C(=C(OCC#N)C=CC1C1=CN=C2N1C=CN=C2NC2=CC(=C(C=C2)C(=O)N2CCC(CC2)C(=O)N2C[C@H](NCC2)CO)Cl)F 2-[3-chloro-4-[8-[3-chloro-4-[4-[(3S)-3-(hydroxymethyl)piperazine-1-carbonyl]piperidine-1-carbonyl]anilino]imidazo[1,2-a]pyrazin-3-yl]-2-fluorophenoxy]acetonitrile